ClNC1=NC(=NC(=N1)NCl)NCl tri-chloromelamine